ClC=1C=C(C=CC1F)C(C=1NC(=CN1)S(=O)(=O)NCC(C)OC)C1=CC(=C(C=C1)F)Cl 2-(bis(3-chloro-4-fluorophenyl)methyl)-N-(2-methoxypropyl)-1H-imidazole-5-sulfonamide